5-Phenyl-1H-pyrazole-3-carboxylic acid {2-[4-(4-fluoro-3-trifluoromethyl-phenoxy)-piperidin-1-yl]-2-oxo-ethyl}-amide FC1=C(C=C(OC2CCN(CC2)C(CNC(=O)C2=NNC(=C2)C2=CC=CC=C2)=O)C=C1)C(F)(F)F